ClC1=C(C=CC=C1Cl)C1(C(CCCC1)=O)N 2-(2,3-dichlorophenyl)-2-aminocyclohexanone